[(1-[2-chloro-6-[(3R)-3-methylmorpholin-4-yl]pyrimidin-4-yl]cyclobutyl)(methyl)oxo-lambda6-sulfanylidene](methyl)amine ClC1=NC(=CC(=N1)C1(CCC1)S(=O)(C)=NC)N1[C@@H](COCC1)C